C(#C)C=1C=C(C[C@H](N)C(=O)O)C=CC1 m-ethynyl-phenylalanine